N2-methyl-N2-[2-(dimethylamino)ethyl]-6-(2,2,2-trifluoroethoxyl)-N5-[5-chloro-4-(1-methyl-1H-indol-3-yl)pyrimidin-2-yl]pyridin-2,3,5-triamine CN(C1=NC(=C(C=C1N)NC1=NC=C(C(=N1)C1=CN(C2=CC=CC=C12)C)Cl)OCC(F)(F)F)CCN(C)C